N-(4-methyl-1-azabicyclo[3.2.2]non-4-yl)-1-(3-(pyrimidin-5-yl)phenyl)piperidine-4-carboxamide CC1(CCN2CCC1CC2)NC(=O)C2CCN(CC2)C2=CC(=CC=C2)C=2C=NC=NC2